FC(CN1C=NC(=C1C=1C=CC=2N(N1)C(=CN2)C(=O)NOC)C2=CC=C(C=C2)F)F 6-(1-(2,2-difluoroethyl)-4-(4-fluoro-phenyl)-1H-imidazol-5-yl)-N-methoxy-imidazo[1,2-b]pyridazine-3-carboxamide